N1(CCNCCC1)C=1C=CC(=NC1)NC=1C=CC(=C2CNC(C12)=O)C1=CN=C2N1C=CC=C2 7-[[5-(1,4-diazepan-1-yl)-2-pyridyl]amino]-4-imidazo[1,2-a]pyridin-3-yl-isoindolin-1-one